5-(2-methylpyridine-4-yl)furan-2-carboxamide CC1=NC=CC(=C1)C1=CC=C(O1)C(=O)N